BrC=1C=CC2=C(C(=NN(C2=O)CC(=O)NC2=NC=NC=C2F)C(C)C)N1 2-(2-bromo-5-oxo-8-prop-2-ylpyrido[2,3-d]pyridazin-6-yl)-N-(5-fluoropyrimidin-4-yl)acetamide